(RS)-2-(4-bromo-phenyl)-morpholine BrC1=CC=C(C=C1)[C@@H]1CNCCO1 |r|